5-(benzyloxy)-6-methoxybenzo[b]thiophene-2-carboxylic acid C(C1=CC=CC=C1)OC1=CC2=C(SC(=C2)C(=O)O)C=C1OC